ClC=1C(=C(C2=C(CN3[C@@H](CO2)CN(CC3)C(C=C)=O)C1)Cl)C1=C(C=CC=C1O)F 1-[(12aR)-8,10-Dichloro-9-(2-fluoro-6-hydroxyphenyl)-3,4,12,12a-tetrahydro-6H-pyrazino[2,1-c][1,4]benzoxazepin-2(1H)-yl]prop-2-en-1-one